C1=CC=CC=2CCC=3C=C4C=CC=CC4=NC3C21 5,6-dihydrobenzo[c]acridine